9,10-bis(tert-butoxycarbonylpropylene)anthracene C(C)(C)(C)OC(=O)CC(C)C=1C2=CC=CC=C2C(=C2C=CC=CC12)C(CC(=O)OC(C)(C)C)C